N1N=NC2=NC(=CC=C21)C=2C=CC(=C(C(=O)NC1=CC(=C(C=C1)O[C@H](C)C1CC1)F)C2)F (R)-5-(1H-[1,2,3]Triazolo[4,5-b]pyridin-5-yl)-N-(4-(1-cyclopropylethoxy)-3-fluorophenyl)-2-fluorobenzamide